(S)-1-(3-Bromo-5-fluoropyridin-2-yl)pent-4-en-1-amine BrC=1C(=NC=C(C1)F)[C@H](CCC=C)N